C12(CC(C1)C2)N2N=NC(=C2)C(C(=O)[O-])C=2C(=NC(=CC2)F)C [1-(Bicyclo[1.1.1]pentan-1-yl)-1H-1,2,3-triazol-4-yl](6-fluoro-2-methylpyridin-3-yl)acetate